Sodium (R,E)-((1,2,3,5,6,7-hexahydro-s-indacen-4-yl)carbamoyl)((2-(1-(tetrahydro-2H-thiopyran-4-yl)pyrrolidin-2-yl)vinyl)sulfonyl)amide C1CCC2=C(C=3CCCC3C=C12)NC(=O)[N-]S(=O)(=O)\C=C\[C@@H]1N(CCC1)C1CCSCC1.[Na+]